C(C=C)(=O)O.O(CC(C(CO)CO)O)CC(C(CO)CO)O 2'-[oxo-bis(methylene)]bis[2-(hydroxymethyl)-1,3-propanediol] 2-propenoate